5-(1-methyl-1H-pyrazol-4-yl)-N-(2-(trifluoromethyl)phenyl)-thieno[3,2-b]pyridin-3-amine CN1N=CC(=C1)C1=CC=C2C(=N1)C(=CS2)NC2=C(C=CC=C2)C(F)(F)F